C(C)(C)(C)C1CCC(CC1)O 4-tert-Butylcyclohexanol